C(C1=CC=CC=C1)C1CC(OC1=O)CC(=O)O 2-(4-Benzyl-5-oxotetrahydrofuran-2-yl)acetic acid